tert-butyl (6S,7S)-6-[(2,5-difluoro-3-phenyl-phenyl)methyl]-7-(isopropylsulfonylamino)-5-azaspiro[2.4]heptane-5-carboxylate FC1=C(C=C(C=C1C1=CC=CC=C1)F)C[C@@H]1N(CC2(CC2)[C@@H]1NS(=O)(=O)C(C)C)C(=O)OC(C)(C)C